FC(CN1N=CC=2C1=NC(=CN2)N2C[C@@H](C[C@@H](C2)C)CO)F ((3R,5S)-1-(1-(2,2-difluoroethyl)-1H-pyrazolo[3,4-b]pyrazin-6-yl)-5-methylpiperidin-3-yl)methanol